CC(=CC(=O)O)C=C 3-methyl-2,4-pentadienoic acid